2-(Diethylamino)-1-(2-(3-isopropyl-2-(8-methoxy-[1,2,4]triazolo[1,5-a]pyridin-6-yl)-1H-indol-5-yl)morpholino)ethan-1-on C(C)N(CC(=O)N1CC(OCC1)C=1C=C2C(=C(NC2=CC1)C=1C=C(C=2N(C1)N=CN2)OC)C(C)C)CC